[Li].C(CCC)C(C(=O)O)(C(=O)O)CCCC 2,2-dibutylpropanedioic acid lithium